ClC1=CC(=CC(=N1)\C=C\1/COC2=C(C=C(C=C2C1=O)CN1C(=NC=C1)C)C=1C(=NN(C1)CC)C(F)(F)F)C (E)-3-((6-chloro-4-methylpyridin-2-yl)methylene)-8-(1-ethyl-3-(trifluoromethyl)-1H-pyrazol-4-yl)-6-((2-methyl-1H-imidazol-1-yl)methyl)chroman-4-one